B1C=CC2=C1C=CC=C2 Benzoborole